(S)-7-(3-chloro-2-(4-fluorobenzyl)-7-oxo-2,4,5,7-tetrahydro-6H-pyrazolo[3,4-c]pyridin-6-yl)-2-cyclopropyl-9-methyl-6,7-dihydrooxazolo[5',4':4,5]benzo[1,2-b][1,4]oxazepin-8(9H)-one ClC=1N(N=C2C(N(CCC21)[C@@H]2C(N(C1=C(OC2)C=C2C(=C1)OC(=N2)C2CC2)C)=O)=O)CC2=CC=C(C=C2)F